(-)-naphthylethylamine C1(=CC=CC2=CC=CC=C12)CCN